COC1=C(C=O)C=C(C=C1OC)Cl 2,3-dimethoxy-5-chlorobenzaldehyde